1,2-bis(3-octyloxyphenyl)ethanedione C(CCCCCCC)OC=1C=C(C=CC1)C(C(=O)C1=CC(=CC=C1)OCCCCCCCC)=O